3-(5-cyano-4-phenyl-1,3-thiazol-2-ylcarbamoyl)cyclopentanecarboxylic acid C(#N)C1=C(N=C(S1)NC(=O)C1CC(CC1)C(=O)O)C1=CC=CC=C1